5-{2-amino-[1,2,4]triazolo[1,5-a]pyridin-7-yl}-2-ethoxy-N-[(2-{[2-(hydroxymethyl)phenyl]sulfanyl}phenyl)methyl]pyridine-3-carboxamide NC1=NN2C(C=C(C=C2)C=2C=C(C(=NC2)OCC)C(=O)NCC2=C(C=CC=C2)SC2=C(C=CC=C2)CO)=N1